2-chloro-N-cyclopropyl-5-[1-[2-methyl-5-(2,2,2-trifluoroethoxy)-4-(trifluoromethyl)pyrazol-3-yl]pyrazol-4-yl]benzamide Calcium lactate C(C(O)C)(=O)[O-].[Ca+2].ClC1=C(C(=O)NC2CC2)C=C(C=C1)C=1C=NN(C1)C=1N(N=C(C1C(F)(F)F)OCC(F)(F)F)C.C(C(O)C)(=O)[O-]